benzyldimethylmyristoylaminopropylammonium chloride [Cl-].C(C1=CC=CC=C1)[N+](CCCNC(CCCCCCCCCCCCC)=O)(C)C